O1CCN(CC1)C1=NC=C(C=N1)C=1C=CC=2N(N1)C1=C(N2)CCOC12CCOC1=CC=CC=C12 2'-(2-morpholinopyrimidin-5-yl)-6',7'-dihydrospiro[chroman-4,9'-pyrano[4',3':4,5]imidazo[1,2-b]pyridazine]